7'-Fluoro-1'-(4-methoxybenzyl)-5'-(5-methylpiperidin-2-yl)spiro[cyclopropane-1,3'-indoline]-2'-one FC=1C=C(C=C2C3(C(N(C12)CC1=CC=C(C=C1)OC)=O)CC3)C3NCC(CC3)C